C(C)(=O)N1CCC(CC1)(O)C#CC1=CC2=C(OC[C@@H](C(N2C)=O)NC(=O)C2=NC=CC(=C2)OC2=CC=C(C=C2)F)C=C1 (S)-N-(7-((1-acetyl-4-hydroxypiperidin-4-yl)ethynyl)-5-methyl-4-oxo-2,3,4,5-tetrahydrobenzo[b][1,4]oxazepin-3-yl)-4-(4-fluorophenoxy)pyridineamide